6-(2,3-dichlorophenyl)-8-methyl-2-(methylsulfonyl)pyrido[2,3-d]pyrimidin-7(8H)-one ClC1=C(C=CC=C1Cl)C1=CC2=C(N=C(N=C2)S(=O)(=O)C)N(C1=O)C